1-(5-(2-fluorobenzoyl)-1-methyl-1H-pyrrol-3-yl)-2-(pyridin-2-yl)ethan-1-one FC1=C(C(=O)C2=CC(=CN2C)C(CC2=NC=CC=C2)=O)C=CC=C1